[I-].[I-].C[SiH](C)[Zr+2](C1(C=CC=C1)C)C1(C=CC=C1)C dimethylsilyl-bis(methylcyclopentadienyl)zirconium diiodide